C(N)(OC(C1CCN(CC1)N)C(C)(C)C)=O tert-butyl-((1-Aminopiperidin-4-yl) methyl) carbamate